N,N-bis(2-hydroxyethyl)-N-methyl-1-octadecanaminium OCC[N+](CCCCCCCCCCCCCCCCCC)(C)CCO